4-benzyloxy-3,5-dimethoxy-amphetamine C(C1=CC=CC=C1)OC1=C(C=C(CC(N)C)C=C1OC)OC